7-cyano-N-(3-hydroxy-3-methylbutyl)-4-(isopropylamino)benzo[5,6][1,4]dioxino[2,3-b]pyridine-3-carboxamide C(#N)C=1C=CC2=C(OC=3C(=NC=C(C3NC(C)C)C(=O)NCCC(C)(C)O)O2)C1